5-(5-(4-((5-cyclopropyl-3-(3,5-dichloropyridin-4-yl)isoxazol-4-yl)methoxy)-2-oxabicyclo[2.2.2]oct-1-yl)-1,2,4-oxadiazol-3-yl)-2-methoxybenzoic acid C1(CC1)C1=C(C(=NO1)C1=C(C=NC=C1Cl)Cl)COC12COC(CC1)(CC2)C2=NC(=NO2)C=2C=CC(=C(C(=O)O)C2)OC